BrC1=CC(=C(OC[C@@H]2CN(CC2)C2=NC=CC(=N2)CC)C=C1)F (S)-2-(3-((4-bromo-2-fluorophenoxy)methyl)pyrrolidin-1-yl)-4-ethylpyrimidine